NCCC[Si](C1=CC=C(C=C1)[Si](C)(C)CCCN)(C)C 1,4-bis(3-aminopropyl-dimethylsilyl)benzene